C(C)(C)(C)C1=NN2C(N=C(C3=CC=CC=C23)NC2=C(C=CC=C2)S(=O)(=O)NC2=NC=NC(=C2)OC)=C1 ((2-(tert-butyl)pyrazolo[1,5-a]quinazolin-5-yl)amino)-N-(6-methoxypyrimidin-4-yl)benzenesulfonamide